ClC1=CC(=C(C=C1)S(=O)(=O)Cl)[N+](=O)[O-] 4-chloro-2-nitrobenzenesulfonyl chloride